3-oxopropanoate hydrochloride Cl.O=CCC(=O)O